[Si](C)(C)(C(C)(C)C)OC1CN(CC=C(C1)C=1C(=C(C=C2CCCOC12)NC1=NC(=CC(=N1)C)NC)C)C(=O)OC(C)(C)C tert-butyl 3-[tert-butyl(dimethyl)silyl]oxy-5-[7-methyl-6-[[4-methyl-6-(methylamino)pyrimidin-2-yl]amino]chroman-8-yl]-2,3,4,7-tetrahydroazepine-1-carboxylate